F[C@@H](C1(COC1)C=1C=C(C=CC1)N1C(C2=CC(=CC(=C2C1)C(F)(F)F)CN1[C@H](CN(CC1)CCF)C(C)C)=O)C1=NN=CN1C 2-(3-(3-((S)-fluoro(4-methyl-4H-1,2,4-triazol-3-yl)methyl)oxetan-3-yl)phenyl)-6-(((S)-4-(2-fluoroethyl)-2-isopropylpiperazin-1-yl)methyl)-4-(trifluoromethyl)isoindolin-1-one